C(C)N1CCN(CC1)CCN(CC)CC 2-(4-ethylpiperazin-1-yl)ethyl-diethylamine